FC=1C=C(C=C(C1)F)CN1C=NC2=CC=C(C=C2C1=O)OC1=CC(=NC=C1)C=1C=NN(C1)C 3-[(3,5-difluorophenyl)methyl]-6-{[2-(1-methylpyrazol-4-yl)-4-pyridyl]oxy}quinazolin-4-one